Cl.ClC1=CC=C(C=C1)C=1N=C2SC=CN2C1CNCCC1=CC(=C(C=C1)Cl)Cl N-((6-(4-chlorophenyl)imidazo[2,1-b]thiazol-5-yl)methyl)-2-(3,4-dichlorophenyl)ethan-1-amine hydrochloride